4-n-octyl-4'-fluoroazobenzene C(CCCCCCC)C1=CC=C(C=C1)N=NC1=CC=C(C=C1)F